C(=O)O.C(C)[C@]1(C(OCC=2C(N3CC=4C(=NC=5C=C(C(=C6C5C4[C@H](CC6)NCCO)C)F)C3=CC21)=O)=O)O (1S,9S)-9-ethyl-5-fluoro-9-hydroxy-1-((2-hydroxyethyl)amino)-4-methyl-1,2,3,9,12,15-hexahydro-10H,13H-benzo[de]pyrano[3',4':6,7]indolizino[1,2-b]quinoline-10,13-dione formate